C(C)N(C(C1=C(C=CC(=C1)F)N1C(N(C2=C1C=NC=C2C)CC2CN(C2)C(C(C)C)CCCN2CCN(CC2)CCO)=O)=O)C(C)C N-ethyl-5-fluoro-2-{1-[(1-{6-[4-(2-hydroxyethyl)piperazin-1-yl]-2-methylhexane-3-yl}azetidin-3-yl)methyl]-7-methyl-2-oxo-1H,2H,3H-imidazo[4,5-c]pyridin-3-yl}N-(isopropyl)benzamide